5-methyl-N2-(5-methylpyrazin-2-yl)-N4-[[(2R)-morpholin-2-yl]methyl]pyridine-2,4-diamine CC=1C(=CC(=NC1)NC1=NC=C(N=C1)C)NC[C@H]1CNCCO1